azaoxaBicycloheptyl N1(OCCCCC1)C1CCCCCC1